5-(8-methoxy-[1,2,4]triazolo[1,5-a]pyridin-6-yl)-6-methyl-2-(1,4-dioxaspiro[4.5]decan-8-yl)-4H-pyrrolo[3,2-d]thiazole-4-carboxylic acid tert-butyl ester C(C)(C)(C)OC(=O)N1C(=C(C=2N=C(SC21)C2CCC1(OCCO1)CC2)C)C=2C=C(C=1N(C2)N=CN1)OC